C(C)(C)(C)OC(=O)N(C1=NC=CC(=C1)C=1OC=C(N1)C(=O)NC=1C(=NN(C1)C)C(=O)OC)CC(F)(F)F methyl 4-[[2-[2-[tert-butoxycarbonyl(2,2,2-trifluoroethyl)amino]-4-pyridyl]oxazole-4-carbonyl]amino]-1-methyl-pyrazole-3-carboxylate